OC1=CC=C(C=C)C=C1 p-Hydroxystyrene